(5-methyl-2-((1-methyl-1H-pyrazol-4-yl)amino)pyrimidin-4-yl)benzoic acid methyl ester COC(C1=C(C=CC=C1)C1=NC(=NC=C1C)NC=1C=NN(C1)C)=O